2,4-Dimethyl-1,3-dioxan CC1OCCC(O1)C